C(CCCC)C1=CC=C(C=C1)C=1C=CC2=C(N=NC=3C=CC=CC23)C1 3-(4-Pentylphenyl)benzo[C]cinnoline